N-((4-chlorophenyl)(methyl)(oxo)-λ6-sulfaneylidene)-7-(5-(trifluoromethyl)-1,2,4-oxadiazol-3-yl)imidazo[1,2-a]pyridine-2-carboxamide ClC1=CC=C(C=C1)S(=NC(=O)C=1N=C2N(C=CC(=C2)C2=NOC(=N2)C(F)(F)F)C1)(=O)C